FC(C1C(C1)C=O)(F)F [2-(trifluoromethyl)cyclopropyl]methanone